(3R,4R)-4-((4-(3-(chloromethyl)-8-fluoro-4-isopropylquinolin-6-yl)-5-fluoropyrimidin-2-yl)amino)tetrahydro-2H-pyran-3-ol ClCC=1C=NC2=C(C=C(C=C2C1C(C)C)C1=NC(=NC=C1F)N[C@H]1[C@H](COCC1)O)F